O=C1N(C[C@@H](C1)CCC)[C@@H](C(=O)N)CC (2R)-2-((4R)-2-oxo-4-propylpyrrolidinyl)butanamide